2-(2-benzofuranyl)-5-tert-butylbenzoAzole O1C(=CC2=C1C=CC=C2)C=2NC1=C(C2)C=C(C=C1)C(C)(C)C